COC([C@H](CC1CC1)N1N=NC(=C1)C1CC1)=O.C(C(CC(=O)O)C(=O)OO)C(=O)O 2-hydroxy 1,2,3-propanetricarboxylate methyl-(S)-3-cyclopropyl-2-(4-cyclopropyl-1H-1,2,3-triazol-1-yl)propanoate